CC1=CC=C(C=C1)S(=O)(=O)O.CC(CCCOC=1C(C=CN2N[C@H]3N(C(C21)=O)CCOC3)=O)C (R)-7-(4-methyl-1-pentyloxy)-3,4,12,12A-tetrahydro-1H-[1,4]oxazino[3,4-C]pyrido[2,1-F][1,2,4]triazine-6,8-dione p-toluenesulfonate